1,1,2,2-tetrakis(4-bromophenyl)ethylene BrC1=CC=C(C=C1)C(=C(C1=CC=C(C=C1)Br)C1=CC=C(C=C1)Br)C1=CC=C(C=C1)Br